5-(6-Fluoroquinolin-4-ylamino)-N-(4-(pyridin-4-ylamino)phenyl)picolinamide FC=1C=C2C(=CC=NC2=CC1)NC=1C=CC(=NC1)C(=O)NC1=CC=C(C=C1)NC1=CC=NC=C1